Cl.ClC1=NC2=CC=C(C=C2C=C1N1CCNCC1)Cl 2,6-dichloro-3-piperazin-1-yl-quinoline hydrochloride